N-(2-(difluoromethoxy)-6-methylpyridin-3-yl)-1-(3,3-dimethyl-4-(methylsulfonyl)-4-oxobutyl)-3-(2-isopropylphenyl)azetidine-3-carboxamide FC(OC1=NC(=CC=C1NC(=O)C1(CN(C1)CCC(C(=O)S(=O)(=O)C)(C)C)C1=C(C=CC=C1)C(C)C)C)F